3,7-dimethyl-2,6-octadien-1-yl acetate (Neryl Acetate) C(\C=C(\C)/CCC=C(C)C)CC(=O)O.C(C)(=O)OCC=C(CCC=C(C)C)C